3-amino-6-(3,5-difluorophenyl)-4-(3-hydroxy-2,6-dimethylphenyl)pyridinecarboxamide NC=1C(=NC(=CC1C1=C(C(=CC=C1C)O)C)C1=CC(=CC(=C1)F)F)C(=O)N